(3-amino-5-(3,4-dimethoxyphenyl)-1H-pyrazol-1-yl)(benzo[d][1,3]dioxol-5-yl)methanone tert-butyl-6-(2-bromo-6-fluorobenzoyl)-2-azaspiro[3.3]heptane-2-carboxylate C(C)(C)(C)OC(=O)N1CC2(C1)CC(C2)C(C2=C(C=CC=C2F)Br)=O.NC2=NN(C(=C2)C2=CC(=C(C=C2)OC)OC)C(=O)C2=CC1=C(OCO1)C=C2